C1(=CC=CC=C1)[C@H]1OCCN2C1=CC(=N2)C(CC)=O |r| 1-[rac-(4R)-4-phenyl-6,7-dihydro-4H-pyrazolo[5,1-c][1,4]oxazin-2-yl]propan-1-one